2-(4-bromophenyl)-5-chloro-1H-imidazole BrC1=CC=C(C=C1)C=1NC(=CN1)Cl